C(C)O[C@H]1CN(CC[C@@H]1OC1=CC=C(C=C1)C(F)(F)F)C1=CC(N(C=2C=CC(=NC12)C#N)C)=O 8-((3S,4S)-3-Ethoxy-4-(4-(trifluoromethyl)phenoxy)piperidin-1-yl)-5-methyl-6-oxo-5,6-dihydro-1,5-naphthyridin-2-carbonitril